FC(S(=O)(=O)[O-])(F)F.[Li+] lithium trifluoromethansulfonate